N-(5-((6-((R)-3-(3-fluorophenyl)isoxazolidine-2-yl)pyrimidine-4-yl)amino)-2-(4-(4-isopropylpiperazine-1-yl)piperidine-1-yl)-4-methoxyphenyl)acrylamide FC=1C=C(C=CC1)[C@@H]1N(OCC1)C1=CC(=NC=N1)NC=1C(=CC(=C(C1)NC(C=C)=O)N1CCC(CC1)N1CCN(CC1)C(C)C)OC